C(C)(C)(C)OC(=O)N1CC2=CC=C(C=C2CC1)C1=NC(=C(C2=C1C=CS2)C2=C(C=C(C=C2)F)OCCOC)C=2C=NC(=C(C2)C2CNCC2)OC 6-(7-(4-fluoro-2-(2-methoxyethoxy)phenyl)-6-(6-methoxy-5-(pyrrolidin-3-yl)pyridin-3-yl)thieno[3,2-c]pyridin-4-yl)-3,4-dihydroisoquinoline-2(1H)-carboxylic acid tert-butyl ester